2-ethyl-1,3,4-trimethylimidazolium hydroxide [OH-].C(C)C=1N(C=C([N+]1C)C)C